dimethylethylpropyl-ammonium C[N+](CCC)(CC)C